C(C)C1=CC2=C(C=CO2)C(=C1)OCOC 6-ethyl-4-(methoxymethoxy)benzofuran